5-(4,4,5,5-tetramethyl-1,3,2-dioxaborolan-2-yl)thiazole CC1(OB(OC1(C)C)C1=CN=CS1)C